COC1=NC=C(C(=O)NCC2=CC=C(C=C2)NC(OCC2=CC=C(C=C2)Cl)=O)C=C1 4-chlorobenzyl (4-((6-methoxynicotinamido)meth-yl)phenyl)carbamate